N,N'-bis(2-hydroxyethyl) propylenediamine tert-butyl (2S,4S)-2-methyl-4-[(4-methylbenzenesulfonyl)oxy]pyrrolidine-1-carboxylate C[C@@H]1N(C[C@H](C1)OS(=O)(=O)C1=CC=C(C=C1)C)C(=O)OC(C)(C)C.OCCNCC(C)NCCO